C1(=CC=CC=C1)C=1N=NN(C1)C1=CC=C(C=C1)C=1C=NC=C(C(=O)N)C1 5-(4-(4-phenyl-1H-1,2,3-triazol-1-yl)phenyl)nicotinamide